4-(methylamino)-1-(pyrimidin-5-yl)-7-(trifluoromethyl)quinazolin-2(1H)-one CNC1=NC(N(C2=CC(=CC=C12)C(F)(F)F)C=1C=NC=NC1)=O